C(C)(C)(C)OC(=O)N1[C@H](CN([C@@H](C1)C1=CC(=CC(=C1)B1OC(C(O1)(C)C)(C)C)Cl)C(C)=O)C trans-tert-butyl-4-acetyl-5-(3-chloro-5-(4,4,5,5-tetramethyl-1,3,2-dioxaborolan-2-yl)phenyl)-2-methylpiperazine-1-carboxylate